C\C(=C/CNC(=O)C=1N(C=C(C1)NC(=O)C=1N(C=C(C1)NC(C1=CC=C(C=C1)\C=C\C=1C=NC2=CC=CC=C2C1)=O)C)C)\CCC=C(C)C N-((E)-3,7-dimethylocta-2,6-dien-1-yl)-1-methyl-4-(1-methyl-4-(4-((E)-2-(quinolin-3-yl)vinyl)benzamido)-1H-pyrrole-2-carboxamido)-1H-pyrrole-2-carboxamide